(E)-4-{tert-butoxycarbonyl-[4-(3-chloro-10,11-dihydro-5H-dibenzo[b,f]azepin-5-yl)butylamino]}-N-benzyloxy-but-2-enamide C(C)(C)(C)OC(=O)N(C/C=C/C(=O)NOCC1=CC=CC=C1)CCCCN1C2=C(CCC3=C1C=CC=C3)C=CC(=C2)Cl